(2S)-2-[4-[(5R)-3-Bromo-4,5-dihydroisoxazol-5-yl]-1-piperidyl]-2-[4-(trifluoromethyl)phenyl]acetic acid BrC1=NO[C@H](C1)C1CCN(CC1)[C@H](C(=O)O)C1=CC=C(C=C1)C(F)(F)F